COC=1C=C2C(=NC=NC2=CC1OC)OC1=CC(=C(C(=C1)F)C(C(=O)NC1=CC=C(C=C1)N1CCCC1)=O)F (4-((6,7-dimethoxyquinazolin-4-yl)oxy)-2,6-difluorophenyl)-N-(4-(pyrrolidin-1-yl)phenyl)-2-oxoacetamide